FC=1C=C(C#N)C=CC1SSC1=C(C=C(C#N)C=C1)F 4,4'-dithiobis(3-fluorobenzonitrile)